N=C1N(C(N(C12CCC2)C2=CC=C(C=C2)C)=S)C2=CC(=C(C#N)C=C2)C(F)(F)F 4-(8-imino-6-thioxo-5-(4-methylphenyl)-5,7-diazaspiro[3.4]oct-7-yl)-2-trifluoromethylbenzonitrile